(1R,5S)-3-(4-((5-methyl-1H-pyrazol-3-yl)amino)pyrimidin-2-yl)-3,8-diazabicyclo[3.2.1]octane-8-carboxylic acid tert-butyl ester C(C)(C)(C)OC(=O)N1[C@H]2CN(C[C@@H]1CC2)C2=NC=CC(=N2)NC2=NNC(=C2)C